[SiH3]O[Mg] siloxymagnesium